C1=CC=CC2=C(C3=CC=CC=C3C(=C12)CC(=O)O)CC(=O)O 9,10-anthracenediyl-bis(methylene)dicarboxylic acid